C(#N)C[C@@H]1N(CCN(C1)C1=NC(=NC=2CN(CCCC21)C2=C(C=CC=C2)C)OC[C@H]2N(CCC2)C)C(=O)OCC2=CC=CC=C2 benzyl (2S)-2-(cyanomethyl)-4-[2-[[(2S)-1-methylpyrrolidin-2-yl]methoxy]-8-(o-tolyl)-5,6,7,9-tetrahydropyrimido[4,5-c]azepin-4-yl]piperazine-1-carboxylate